N,N-bis(2-aminoethyl)-1,2-ethylenediamine NCCN(CCN)CCN